phenyl-4-(oxazolo[5,4-b]pyridine-2-yl)phenylamine C1(=CC=CC=C1)NC1=CC=C(C=C1)C=1OC2=NC=CC=C2N1